FC=1C(=CC=2N(C1)C=NN2)NCCN2CC1(C2)CC(C1)OC1=CC=C2C=NN(C2=C1)C 6-Fluoro-N-[2-[6-(1-methylindazol-6-yl)oxy-2-azaspiro[3.3]heptan-2-yl]ethyl]-[1,2,4]triazolo[4,3-a]pyridin-7-amine